1-{4-[(2S)-2,3-dihydro-1,4-benzodioxin-2-yl]benzyl}-N,N-dimethylpyrrolidin-3-amine O1[C@H](COC2=C1C=CC=C2)C2=CC=C(CN1CC(CC1)N(C)C)C=C2